hydroxymethylphenyl-decanone OCC(C(CCCCCCCC)=O)C1=CC=CC=C1